3-(1-hydroxy-3-{[(cis)-4-phenylcyclohexyl]oxy}propan-2-yl)-1-methyl-1,2-dihydropyridin-2-one OCC(CO[C@@H]1CC[C@@H](CC1)C1=CC=CC=C1)C=1C(N(C=CC1)C)=O